sodium 5-((tetradecyloxy)methyl)-4-hydroxytetrahydrofuran-3-yl-sulfate C(CCCCCCCCCCCCC)OCC1C(C(CO1)OS(=O)(=O)[O-])O.[Na+]